CC1=NC=CC(=C1NC1=C(C(NC=C1)=O)C(=O)NC1=CC=C(C=C1)N1CCN(CC1)C)C 4-((2,4-Dimethylpyridin-3-yl)amino)-N-(4-(4-methylpiperazin-1-yl)phenyl)-2-oxo-1,2-dihydropyridine-3-carboxamide